NC1=C(C=C(C(=O)OC(C)(C)C)C=C1)N[C@@H]1COC[C@H]1CO Tert-butyl 4-amino-3-((trans-4-(hydroxymethyl)tetrahydrofuran-3-yl)amino)benzoate